(1S,3R)-2-(2,2-difluoroethyl)-1-[2,6-difluoro-4-[2-[3-(fluoromethyl)azetidin-1-yl]ethoxy]phenyl]-3-methyl-1,3,4,9-tetrahydropyrido[3,4-b]indole FC(CN1[C@H](C=2NC3=CC=CC=C3C2C[C@H]1C)C1=C(C=C(C=C1F)OCCN1CC(C1)CF)F)F